[2H]C(C)(C)N1C=NC(=C1C=1NC=C(N1)C(=O)NC1=CC=C(C=C1)N1CCN(CC1)C([2H])([2H])[2H])C1=CC=C(C=C1)F 2-[3-(1-deuterio-1-methyl-ethyl)-5-(4-fluorophenyl)imidazol-4-yl]-N-[4-[4-(trideuteriomethyl)piperazin-1-yl]phenyl]-1H-imidazole-4-carboxamide